C(C)(=O)OC1(CN(C1)C(=O)C1=C(C(=C(C=C1)F)F)NC1=C(C=C(C=C1)Br)F)C1NCCCC1 1-({2-[(4-bromo-2-fluorophenyl)amino]-3,4-difluorophenyl}carbonyl)-3-piperidin-2-ylazetidin-3-ol acetate